(2R,4S)-1-acetyl-4-(3-(cyclopropylmethoxy)-4-(difluoromethoxy)phenyl)pyrrolidine-2-carboxylic acid methyl ester COC(=O)[C@@H]1N(C[C@@H](C1)C1=CC(=C(C=C1)OC(F)F)OCC1CC1)C(C)=O